C[C@H](/C=C\\C/C=C\\C[C@@H](/C=C/C=C\\C/C=C\\C/C=C\\CCC(=O)O)O)O The molecule is a dihydroxydocosahexaenoic acid that is (4Z,7Z,10Z,12E,16Z,19Z)-docosahexaenoic acid in which the two hydroxy substituents are located at the 14S- and 21R-positions. It has a role as a human xenobiotic metabolite, an angiogenesis inhibitor, an apoptosis inhibitor and a mouse metabolite. It is a conjugate acid of a (4Z,7Z,10Z,12E,14S,16Z,19Z,21R)-dihydroxydocosahexaenoate. It is an enantiomer of a (4Z,7Z,10Z,12E,14R,16Z,19Z,21S)-dihydroxydocosahexaenoic acid.